ClC1=C(C(=CC=C1)C)NC(=O)C1=CN=C(S1)NC1=NC(=NC(=C1)N1CCN(CC1)CC[18F])C N-(2-chloro-6-methylphenyl)-2-[(6-{4-[2-(18F)fluoroethyl]piperazin-1-yl}-2-methylpyrimidin-4-yl)amino]-1,3-thiazole-5-carboxamide